C(C)(C)(C)OC(C(CC1=NC(=NO1)C1(CC1)C1=CC=C(C=C1)C(F)(F)F)P(=O)(OCC)OCC)=O.NCCCCO[Si](OC)(OC)CCCN aminopropyl-aminopropyl-trimethoxysilane tert-butyl-2-(diethoxyphosphoryl)-3-(3-(1-(4-(trifluoromethyl)phenyl)cyclopropyl)-1,2,4-oxadiazol-5-yl)propanoate